(1R,2S)-4-chloro-2-hydroxy-2,3-dihydro-1H-inden ClC1=C2C[C@H](CC2=CC=C1)O